N=1C=CN2C1C(=NC=C2)N2C[C@H](CC2)NC(=O)C2=NN(C=N2)C2=CC=C(C=C2)C N-[(3S)-1-imidazo[1,2-a]pyrazin-8-ylpyrrolidin-3-yl]-1-(p-tolyl)-1,2,4-triazole-3-carboxamide